C(CCCCCCCCCCC)SC1=NC=C(C=N1)N 2-(dodecylthio)pyrimidin-5-amine